3-(4-(2-(4-(1-(4-((5-chloro-4-((2-(dimethylphosphoryl)phenyl)amino)pyrimidin-2-yl)amino)-3-methoxyphenyl)piperidin-4-yl)piperazin-1-yl)ethoxy)-1-carbonylisoindolin-2-yl)piperidin ClC=1C(=NC(=NC1)NC1=C(C=C(C=C1)N1CCC(CC1)N1CCN(CC1)CCOC1=C2CN(C(C2=CC=C1)=C=O)C1CNCCC1)OC)NC1=C(C=CC=C1)P(=O)(C)C